Tert-butyl N-[4-(hydroxymethyl)-4-methylcyclohexyl]carbamate OCC1(CCC(CC1)NC(OC(C)(C)C)=O)C